C12(CC3CC(CC(C1)C3)C2)C2=CC=C(C=C2)C2=NC(=NC(=N2)C2=CC=C(C=C2)C=2C(=NC=CC2)C2=CC=CC=C2)C2=CC=C(C=C2)C=2C(=NC=CC2)C2=CC=CC=C2 2-(4-(adamantan-1-yl)phenyl)-4,6-bis(4-(2-phenylpyridin-3-yl)phenyl)-1,3,5-triazine